C(C)OCC(O)COCC 1,3-diethyl-glycerol